4-fluoro-3-hydroxytetrahydrofuran FC1C(COC1)O